BrC=1C=C2C(C(N(C2=CC1)C1(CC1)C(=O)OC)=O)(C)C methyl 1-(5-bromo-3,3-dimethyl-2-oxoindol-1-yl)cyclopropane-1-carboxylate